4-[benzyl-(t-butoxycarbonyl)amino]benzoic acid methyl ester COC(C1=CC=C(C=C1)N(C(=O)OC(C)(C)C)CC1=CC=CC=C1)=O